4-(1-Methyl-5-(5-(4-(oxetan-3-yl)piperazin-1-yl)pyridin-2-ylamino)-6-oxo-1,6-dihydropyridin-3-yl)-2-(1-oxo-3,4,6,7,8,9-hexahydropyrido[3,4-b]indolizin-2(1H)-yl)nicotinaldehyde CN1C=C(C=C(C1=O)NC1=NC=C(C=C1)N1CCN(CC1)C1COC1)C1=CC=NC(=C1C=O)N1C(C=2C=C3CCCCN3C2CC1)=O